(1R,3S,5R)-2-(2-(4-amino-6-(furan-2-yl)-8-methyl-9H-pyrimido[4,5-b]indol-9-yl)acetyl)-N-(6-bromopyridin-2-yl)-2-azabicyclo[3.1.0]hexane-3-carboxamide NC1=NC=NC=2N(C3=C(C=C(C=C3C21)C=2OC=CC2)C)CC(=O)N2[C@@H]1C[C@@H]1C[C@H]2C(=O)NC2=NC(=CC=C2)Br